1-cyclobutyl-N-((2-((4-(pyridin-3-yl)-1H-1,2,3-triazol-1-yl)methyl)imidazo[1,2-a]pyridin-6-yl)methyl)methylamine C1(CCC1)CNCC=1C=CC=2N(C1)C=C(N2)CN2N=NC(=C2)C=2C=NC=CC2